C12(CC2C1)C(=O)N1C2C(CC1)CNC2 1-(bicyclo[1.1.0]butane-1-carbonyl)hexahydropyrrolo[3,4-b]pyrrol